BrC=1C=CC2=C(N(C(N2)=O)CC(=O)OC(C)(C)C)C1 Tert-butyl 2-(6-bromo-2-oxo-3H-benzimidazol-1-yl)acetate